5-(2-(2-hydroxypropan-2-yl)-4-(phenyl-(tetrahydro-2H-pyran-4-yl)methyl)-4H-thieno[2',3':4,5]pyrrolo[3,2-b]pyridin-6-yl)-1,3-dimethylpyridin-2(1H)-one OC(C)(C)C1=CC2=C(C3=NC=C(C=C3N2C(C2CCOCC2)C2=CC=CC=C2)C=2C=C(C(N(C2)C)=O)C)S1